(S)-7-ethyl-6-(2-methylpiperazin-1-yl)-3-(methylthio)pyrido[3,2-e][1,2,4]triazin-5(8H)-one trifluoroacetate FC(C(=O)O)(F)F.C(C)C1=C(C(C=2N=C(N=NC2N1)SC)=O)N1[C@H](CNCC1)C